C(CCC\C=C/CC)OC(CCC(=O)OCCCCCCN(CCCCCC(=O)OCCCCCCCCC)CCCCO)OCCCC\C=C/CC nonyl 6-((6-((4,4-bis(((Z)-oct-5-en-1-yl)oxy)butanoyl)oxy)hexyl)(4-hydroxybutyl)amino)hexanoate